C[Si](COC(C=C)=O)(C)C trimethylacryloxymethyl-silane